rac-5-(aminomethyl)-5-(5-methyl-1,3-thiazol-4-yl)imidazolidine-2,4-dione hydrochloride rac-tert-butyl-{[4-(5-methyl-1,3-thiazol-4-yl)-2,5-dioxoimidazolidin-4-yl]methyl}carbamate C(C)(C)(C)N(C(O)=O)C[C@@]1(NC(NC1=O)=O)C=1N=CSC1C.Cl.NC[C@]1(C(NC(N1)=O)=O)C=1N=CSC1C |r|